4-[6-(1-methylpyrazol-4-yl)pyrazolo[1,5-a]pyrazin-4-yl]piperidine-1-carboxylic acid tert-butyl ester C(C)(C)(C)OC(=O)N1CCC(CC1)C=1C=2N(C=C(N1)C=1C=NN(C1)C)N=CC2